ClC1=NC(=CC=C1C#N)C(F)(F)F 2-Chloro-6-(trifluoromethyl)pyridin-3-carbonitrile